Methyl (S)-3-((S)-2-(5-(2-(3-methoxyazetidin-1-yl)ethyl)-2-oxopyridin-1(2H)-yl)pent-4-enamido)-3-(2'-methyl-6'-(pent-4-en-1-yloxy)-[1,1'-biphenyl]-3-yl)propanoate COC1CN(C1)CCC=1C=CC(N(C1)[C@H](C(=O)N[C@@H](CC(=O)OC)C=1C=C(C=CC1)C1=C(C=CC=C1OCCCC=C)C)CC=C)=O